tert-Butyl 2-(3-(benzyloxycarbonylamino)-4-fluorobenzyl)-5-oxopyrrolidine-1-carboxylate C(C1=CC=CC=C1)OC(=O)NC=1C=C(CC2N(C(CC2)=O)C(=O)OC(C)(C)C)C=CC1F